C(C)(C)(C)C1=CC(=NC=N1)C=1NC2=CC=C(C=C2C1)SCC(=O)O 2-((2-(6-(tert-butyl)pyrimidin-4-yl)-1H-indol-5-yl)thio)acetic acid